FC1(CCC(CC1)N1CCC(CC1)N1CC=2C=C(C=C(C2C1=O)C(=O)N)F)F 2-[1-(4,4-Difluorocyclohexyl)-piperidin-4-yl]-6-fluoro-3-oxo-2,3-dihydro-1H-isoindole-4-carboxamide